5-chloropyrido[2,3-d]pyridazin-8-ol ClC1=C2C(=C(N=N1)O)N=CC=C2